2-(2,5-Dichlorophenyl)-1,4-benzoquinone ClC1=C(C=C(C=C1)Cl)C=1C(C=CC(C1)=O)=O